acryloyl-oxyethyl-trimellitic acid C(C=C)(=O)OCCC1=C(C(C(=O)O)=CC=C1C(=O)O)C(=O)O